COC1=CC2=C(N=C[C@H]3N(C2=O)CCCC3)C=C1OCCCC(=O)NC=1C=C(N(C1)C)C(=O)NC1=CC=C(C(=O)OC)C=C1 methyl (S)-4-(4-(4-((2-methoxy-12-oxo-6a,7,8,9,10,12-hexahydrobenzo[e]pyrido-[1,2-a][1,4]diazepin-3-yl)oxy)butanamido)-1-methyl-1H-pyrrole-2-carboxamido)-benzoate